methyl-1-bromoisoquinoline-3-carboxylate COC(=O)C=1N=C(C2=CC=CC=C2C1)Br